FC1=C(C=C(C(=C1)C(F)(F)F)F)NS(=O)(=O)C1=CNC(=C1)C1=NC(=CC=C1)C N-[2,5-difluoro-4-(trifluoromethyl)phenyl]-5-(6-methyl-2-pyridyl)-1H-pyrrole-3-sulfonamide